S(=O)=C1OC(=NN1)C=1N=C(SC1)C1=CC=CC=C1 sulfinyl-5-(2-phenylthiazol-4-yl)-1,3,4-oxadiazole